2-(1H-PYRROL-1-YL)BENZALDEHYDE N1(C=CC=C1)C1=C(C=O)C=CC=C1